C(#N)C1=C(C=C(C=C1)N1C=NC=2C1=NC(=C(C2)NC=2N=NC(=CC2C(=O)N(C)C)C)OC)N2N=C(C=C2C)OC(F)F 3-[[3-[4-Cyano-3-[3-(difluoromethoxy)-5-methyl-pyrazol-1-yl]phenyl]-5-methoxy-imidazo[4,5-b]pyridin-6-yl]amino]-N,N,6-trimethyl-pyridazine-4-carboxamide